(3S)-1-((1-(10H-phenothiazin-2-yl)ethyl)sulfonyl)pyrrolin-3-ol C1=C(C=CC=2SC3=CC=CC=C3NC12)C(C)S(=O)(=O)N1C=C(CC1)O